C1(CCCCC1)C[C@@H](C(=O)N[C@H](CO)C[C@H]1C(NCC1)=O)NC(O[C@@H](C(F)(F)C1=CC(=CC=C1)Cl)C1=CC=CC=C1)=O (R)-2-(3-chlorophenyl)-2,2-difluoro-1-phenylethyl ((S)-3-cyclohexyl-1-(((S)-1-hydroxy-3-((S)-2-oxopyrrolidin-3-yl)propan-2-yl)amino)-1-oxopropan-2-yl)carbamate